C1(CCC1)CN(C(=O)OCC1=C(N=NN1C)C1=CC=C(C(=N1)C)OCC12CCC(C1)(C2)C(=O)OC)C Methyl 4-(((6-(5-((((cyclobutylmethyl)(methyl)carbamoyl)oxy)methyl)-1-methyl-1H-1,2,3-triazol-4-yl)-2-methylpyridin-3-yl)oxy)methyl)bicyclo[2.1.1]hexane-1-carboxylate